CC1=NC(=CC=C1O[C@@H]1C[C@H](CCC1)C(=O)O)C=1N=NN(C1CNC=1N=NN(N1)C1=CC=C(C=C1)C)C (1S,3S)-3-((2-methyl-6-(1-methyl-5-(((2-(p-tolyl)-2H-tetrazol-5-yl)amino)methyl)-1H-1,2,3-triazol-4-yl)pyridin-3-yl)oxy)cyclohexane-1-carboxylic acid